C(C)(C)(C)C1(C(OC2=C1C=CC=C2)=O)C2=CC(=C(C=C2)C)C tert-butyl-3-(3,4-dimethyl-phenyl)benzofuran-2(3H)-one